C1(CC1)C1=NC=C(C=N1)C=1C=C2C(=NC1)NC=C2C(C2=C(C(=CC=C2)NS(N(C2COC2)C)(=O)=O)F)=O 5-(2-cyclopropylpyrimidin-5-yl)-3-[2-fluoro-3-[[methyl(oxetan-3-yl)sulfamoyl]amino]benzoyl]-1H-pyrrolo[2,3-b]pyridine